CC1=CC=C(C=C1)C1=NN(CC1)C(=O)N[C@H](C)C1=NC=C(C=C1)C(F)(F)F 3-(4-methylphenyl)-N-((R)-1-(5-(trifluoromethyl)pyridin-2-yl)ethyl)-4,5-dihydro-1H-pyrazol-1-carboxamide